C1(=CC=C(C=C1)CNC(C(CC)N1N=CC(=C1)C=1C2=C(N=CN1)NC=C2)=O)C2=CC=CC=C2 N-(biphenyl-4-ylmethyl)-2-[4-(7H-pyrrolo[2,3-d]pyrimidin-4-yl)-1H-pyrazol-1-yl]butanamide